(S)-2-((6-((2-chloro-4-fluorobenzyl)oxy)-3',6'-dihydro-[2,4'-bipyridin]-1'(2'H)-yl)methyl)-1-(oxetan-2-ylmethyl)-1H-benzo[d]imidazole-6-carboxylic acid ClC1=C(COC2=CC=CC(=N2)C=2CCN(CC2)CC2=NC3=C(N2C[C@H]2OCC2)C=C(C=C3)C(=O)O)C=CC(=C1)F